ethyl 3-(2-oxo-4-(o-tolyl)-2H-chromen-7-yl)propanoate O=C1OC2=CC(=CC=C2C(=C1)C1=C(C=CC=C1)C)CCC(=O)OCC